FC1=CC2=C(N=C(S2)C2=CC=C(OCCCCCCC(=O)NO)C=C2)C=C1 7-(4-(6-fluorobenzo[d]thiazole-2-yl)phenoxy)-N-hydroxyheptanamide